Benzyl ((2S,3S)-1-(2-chloro-N-(((S)-2-oxopyrrolidin-3-yl)methyl)acetamido)-2-hydroxy-5-methylhexan-3-yl)carbamate ClCC(=O)N(C[C@H]1C(NCC1)=O)C[C@@H]([C@H](CC(C)C)NC(OCC1=CC=CC=C1)=O)O